BrC1=CC=2C3=C(C=NC2C=C1F)N(C(C31CN(C1)C(C(C)C)=O)=O)C 8'-Bromo-7'-fluoro-1-isobutyryl-3'-methylspiro[azetidine-3,1'-pyrrolo[2,3-c]quinolin]-2'(3'H)-one